(S)-1-ethyl-6-((4-((2-hydroxy-1-phenylethyl)amino)-5-(5-(pyridin-2-yl)-1,3,4-oxadiazol-2-yl)pyrimidin-2-yl)amino)-1,2-dihydro-3H-pyrazolo[3,4-b]pyridin-3-one C(C)N1NC(C=2C1=NC(=CC2)NC2=NC=C(C(=N2)N[C@H](CO)C2=CC=CC=C2)C=2OC(=NN2)C2=NC=CC=C2)=O